4-fluoro-N-(4-(1,1,1,3,3,3-hexafluoro-2-hydroxypropan-2-yl)phenyl)benzamide FC1=CC=C(C(=O)NC2=CC=C(C=C2)C(C(F)(F)F)(C(F)(F)F)O)C=C1